FC1=C(N(C2=NC(=CN=C21)C=O)C)C2(CC2)C 7-Fluoro-5-methyl-6-(1-methylcyclopropyl)pyrrolo[2,3-b]pyrazine-3-carbaldehyde